[(2R)-2-[(1S)-1,2-dihydroxyethyl]-3-hydroxy-5-oxo-2H-furan-4-yl] dihydrogen phosphate P(=O)(OC1=C([C@H](OC1=O)[C@H](CO)O)O)(O)O